3-((2-methyl-[1,1'-biphenyl]-3-yl)amino)thieno[3,2-b]pyridine-6-carbaldehyde CC1=C(C=CC=C1NC1=CSC=2C1=NC=C(C2)C=O)C2=CC=CC=C2